CC(C)NC1=NC=CC=N1 2-[(propan-2-yl)amino]pyrimidin